[Si](C1=CC=CC=C1)(C1=CC=CC=C1)(C(C)(C)C)OCC(CC1CC1)=O 1-((tert-butyldiphenylsilyl)oxy)-3-cyclopropylpropan-2-one